ClC=1C(=C(C=CC1)NC1=NC=NC2=CC(=C(C=C12)N(C1CN(C1)CC(=O)NC)C)OC)F 2-(3-((4-((3-chloro-2-fluorophenyl)amino)-7-methoxyquinazolin-6-yl)(methyl)amino)azetidin-1-yl)-N-methylacetamide